(R)-N-(8,9-difluoro-6-oxo-1,4,5,6-tetrahydro-2H-pyrano[3,4-c]isoquinolin-1-yl)-4-ethyl-6-fluoro-N-methyl-1H-indole-2-carboxamide FC=1C(=CC=2C3=C(NC(C2C1)=O)COC[C@@H]3N(C(=O)C=3NC1=CC(=CC(=C1C3)CC)F)C)F